CC1=CN=C(S1)C(=O)O 5-METHYLTHIAZOLE-2-CARBOXYLIC ACID